FC1(CC(CC1)N1C(C(=CC=C1)NC(C1=C(C=C(C=C1)NS(=O)(=O)CCO)N1CCC2(CC2)CC1)=O)=O)F N-(1-(3,3-difluorocyclopentyl)-2-oxo-1,2-dihydropyridin-3-yl)-4-((2-hydroxyethyl)sulfonamido)-2-(6-azaspiro[2.5]octan-6-yl)benzamide